FC(C(=O)O)(F)F.CC1=C2C(=NC=C1)CNC2 4-methyl-6,7-dihydro-5H-pyrrolo[3,4-b]pyridine trifluoroacetate salt